ClC1=CC(=C(C=C1)[C@@H](C)NC1=CC(=NC=2N1C=CN2)N2CCC(CC2)[C@@H]2CN(CCC2)C2CC(C2)(C(=O)O)C)F (1R,3r)-3-((R)-1'-(5-(((R)-1-(4-chloro-2-fluorophenyl)ethyl)amino)imidazo[1,2-a]pyrimidin-7-yl)-[3,4'-bipiperidin]-1-yl)-1-methylcyclobutane-1-carboxylic acid